ClC=1C=CC(=C(C1)C1=C(C=NC(=C1)C)C(=O)NC=1SC=2C(=NC=C(N2)C2CC(C2)COC)N1)OC 4-(5-chloro-2-methoxy-phenyl)-N-(6-(3-(methoxymethyl)cyclobutyl)thiazolo[4,5-b]pyrazin-2-yl)-6-methyl-pyridine-3-carboxamide